COC(=O)C1(CC(=NO1)C1=CC(=CC(=C1)Cl)Cl)C 3-(3,5-dichlorophenyl)-5-methyl-4H-isoxazole-5-carboxylic acid methyl ester